BrC=1C=CC=2C=3N(C(=NC2C1F)Cl)CC(N3)(C)C 8-bromo-5-chloro-7-fluoro-2,2-dimethyl-2,3-dihydroimidazo[1,2-c]quinazoline